ClC=1C=C(C(=O)O)C=C(C1)C(=O)C1CC1 3-Chloro-5-(cyclopropylcarbonyl)benzoic acid